4-(aminoiminomethyl)-morpholine acetate C(C)(=O)O.NN=CN1CCOCC1